N-{[3-(acetamidomethyl)phenyl][6-fluoro-5-(propan-2-yl)pyridin-2-yl]methyl}-4-fluoro-1-[2-(1H-1,2,3-triazol-5-yl)acetyl]pyrrolidine-2-carboxamide C(C)(=O)NCC=1C=C(C=CC1)C(NC(=O)C1N(CC(C1)F)C(CC1=CN=NN1)=O)C1=NC(=C(C=C1)C(C)C)F